BrC1=CC=C2C(N(C(C2=C1)=O)CC1=NC=C(C=C1)Cl)(O)C1=CC(=C(C=C1)F)F 6-bromo-2-((5-chloropyridin-2-yl)methyl)-3-(3,4-difluorophenyl)-3-hydroxyisoindolin-1-one